4-(3-(2-((4-iodo-5-methyl-1H-pyrazol-1-yl)methyl)phenoxy)propyl)morpholine 5-(3-methylphenyl)-2,4-pentadienoate CC=1C=C(C=CC1)C=CC=CC(=O)O.IC=1C=NN(C1C)CC1=C(OCCCN2CCOCC2)C=CC=C1